6-(4-bromo-3-(methoxymethoxy)phenyl)imidazo[1,2-b]pyridazine BrC1=C(C=C(C=C1)C=1C=CC=2N(N1)C=CN2)OCOC